FC(C=1N=C(OC1C(=O)N1[C@H](C2=C(CC1)NC=N2)C2=NN1C(C(=CC=C1)C)=C2)C=2N=CN(C2)C)F (R)-(4-(difluoromethyl)-2-(1-methyl-1H-imidazol-4-yl)oxazol-5-yl)(4-(4-methylpyrazolo[1,5-a]pyridin-2-yl)-6,7-dihydro-1H-imidazo[4,5-c]pyridin-5(4H)-yl)methanone